tert-butyl (3S)-3-[6-(2-cyano-3,6-difluoro-phenoxy)-4-oxo-quinazolin-3-yl]-1-oxa-8-azaspiro[4.5]decane-8-carboxylate C(#N)C1=C(OC=2C=C3C(N(C=NC3=CC2)[C@@H]2COC3(C2)CCN(CC3)C(=O)OC(C)(C)C)=O)C(=CC=C1F)F